[(7R,9aR)-7-(4-chlorophenyl)-1,3,4,6,7,8,9,9a-octahydropyrido[1,2-a]pyrazin-2-yl]-(2,3-dihydro-1-benzofuran-7-yl)methanone ClC1=CC=C(C=C1)[C@H]1CC[C@H]2N(CCN(C2)C(=O)C2=CC=CC=3CCOC32)C1